(1R,2S,5S)-3-(diphenylcarbamoyl)-8-((4-ethylbenzyl)(methyl)carbamoyl)-3,8-diazabicyclo[3.2.1]octane-2-carboxylic acid C1(=CC=CC=C1)N(C(=O)N1[C@@H]([C@H]2CC[C@@H](C1)N2C(N(C)CC2=CC=C(C=C2)CC)=O)C(=O)O)C2=CC=CC=C2